NC=1C=2N(C3=CC(=C(C=C3N1)F)C(=O)N1[C@@H]3[C@H](C[C@H](C1)C)OC=1C3=CN=C(C1)C(F)(F)F)C=NC2 (4-amino-7-fluoroimidazo[1,5-a]quinoxalin-8-yl)((3R,4aS,9bS)-3-methyl-7-(trifluoromethyl)-3,4,4a,9b-tetrahydrofuro[3,2-b:4,5-c']dipyridin-1(2H)-yl)methanone